vanadium-silver-selenium [Se].[Ag].[V]